(rac)-2-[4-(6-chloropyridazin-3-yl)morpholin-2-yl]acetonitrile ClC1=CC=C(N=N1)N1C[C@H](OCC1)CC#N |r|